(3R,7S)-9-(1-(6-Cyclopropylpyridin-3-yl)ethyl)-2-(3,4-dichlorobenzoyl)-N,3-dimethyl-10-oxo-1,2,3,4,7,8,9,10-octahydropyrido[4',3':3,4]pyrazolo[1,5-a]pyrazine-7-carboxamide C1(CC1)C1=CC=C(C=N1)C(C)N1C(C=2N([C@@H](C1)C(=O)NC)N=C1C2CN([C@@H](C1)C)C(C1=CC(=C(C=C1)Cl)Cl)=O)=O